Methyl (2S,4S)-4-methylpyrrolidine-2-carboxylate C[C@H]1C[C@H](NC1)C(=O)OC